C1(=CC=C(C=C1)N=C=O)N=C=O para-phenylene diisocyanate